(R)-pyrrolidine-2-acetic acid N1[C@H](CCC1)CC(=O)O